N-(4-(2-chloro-5-fluorophenyl)-2-oxo-7-(thiazol-2-yl)-2,3,4,7-tetrahydro-1H-pyrrolo[2,3-d]pyrimidin-5-yl)-3-fluoro-5-(trifluoromethyl)benzamide ClC1=C(C=C(C=C1)F)C1C2=C(NC(N1)=O)N(C=C2NC(C2=CC(=CC(=C2)C(F)(F)F)F)=O)C=2SC=CN2